(S)-2,2-dimethyl-1-(3-phenyl-8-(5-(trifluoromethyl)-1,3,4-oxadiazol-2-yl)-2,3-dihydrobenzo[f][1,4]oxazepin-4(5H)-yl)propan-1-one CC(C(=O)N1[C@H](COC2=C(C1)C=CC(=C2)C=2OC(=NN2)C(F)(F)F)C2=CC=CC=C2)(C)C